9-(tert-butoxycarbonyl)-1-oxa-9-azaspiro[5.5]undecane-2-carboxylic acid C(C)(C)(C)OC(=O)N1CCC2(CCCC(O2)C(=O)O)CC1